BrC1=CC=C(C=2C1=NSN2)C=O 7-bromo-4-formylbenzo[C][1,2,5]Thiadiazole